C(OC1=NC(=NN2C1=C(C=C2)C=2C=C1N=CC=NC1=CC2)NC2CCC(CC2)(O)C)([2H])([2H])[2H] trans-4-((4-(Methoxy-d3)-5-(quinoxalin-6-yl)pyrrolo[2,1-f][1,2,4]triazin-2-yl)amino)-1-methylcyclohexan-1-ol